ClC1=CC(=NC=N1)NC(=O)C1CC(C1)N1CCC(CC1)CC(=O)OC(C)(C)C tert-butyl 2-(1-{3-[(6-chloropyrimidin-4-yl)carbamoyl]cyclobutyl}piperidin-4-yl)acetate